3-bromo-2-(bromomethyl)-6-fluoro-N-methylbenzenesulfonamide BrC=1C(=C(C(=CC1)F)S(=O)(=O)NC)CBr